(S)-3-(((S)-4-AMINO-1-((3,4-DICHLORO-2-FLUOROPHENYL)AMINO)-1-OXOBUTAN-2-YL)CARBAMOYL)-2-(4-OXO-4-PHENYLBUTANOYL)-1,2,3,4-TETRAHYDROISOQUINOLIN-7-YL METHANESULFONATE CS(=O)(=O)OC1=CC=C2C[C@H](N(CC2=C1)C(CCC(C1=CC=CC=C1)=O)=O)C(N[C@H](C(=O)NC1=C(C(=C(C=C1)Cl)Cl)F)CCN)=O